Dimercapto-Piperazindion SN1C(C(N(CC1)S)=O)=O